C(C)OC(C(\C=C/C1=CC=C(C=C1)Br)(F)F)=O Z-ethyl-4-(4-bromophenyl)-2,2-difluorobut-3-enoate